C1(CC1)C1=NOC(=C1)C=1N(C(=CN1)S(=O)(=O)CC)C 2-(3-cyclopropylisoxazol-5-yl)-5-ethylsulfonyl-1-methyl-imidazol